ethyl 4-pentylnonanoate C(CCCC)C(CCC(=O)OCC)CCCCC